FC(C(COC)(O)C1=CC=2C(=NC(=CC2)C2=CC=3C(N=C2)=NN(C3)C)S1)(F)F 1,1,1-trifluoro-3-methoxy-2-(6-(2-methyl-2H-pyrazolo[3,4-b]pyridin-5-yl)thieno[2,3-b]pyridin-2-yl)-2-propanol